FC1=NC(=CC=C1C1=CC=2C3=C(C=NC2C=C1)N(C(N3C(C)C)=O)C)OCCCN3CCCCC3 8-[2-Fluoro-6-[3-(1-piperidyl)propoxy]-3-pyridyl]-1-isopropyl-3-methyl-imidazo[4,5-c]quinolin-2-one